P(=O)(O)(O)OC[C@@H]1[C@H](C[C@@H](O1)N1CN=C2C(N)(N=CN=C12)C)O 6-methyl-2'-deoxyadenosine 5'-monophosphate